(2-((4-(4,4-dimethyl-cyclohex-1-en-1-yl)but-1-en-1-yl)oxy)ethyl)benzene CC1(CC=C(CC1)CCC=COCCC1=CC=CC=C1)C